ClC1=CC=C(C=C1)C1=CC=C(C=C1)C=1OC2=C(C1)C=CC=C2 2-(4'-chloro-[1,1']biphenyl-4-yl)-benzofuran